C1(=CC=CC=C1)C#CC1=NC(=NC=C1)OC1=C(N=NN1)C(=O)O 5-((4-(phenylethynyl)pyrimidin-2-yl)oxy)-1H-1,2,3-triazole-4-carboxylic acid